O1C(=NC=C1)C(=O)C1CCNCC1 Oxazole-2-yl(piperidin-4-yl)methanone